N(C1=CC=CC=C1)CC#CC=1N(C2=CC=C(C=C2C1)C=O)CC 2-(3-Anilino-1-propynyl)-1-ethyl-1H-indole-5-carbaldehyde